N1(CCCC1)C1=C(C=CC=C1C(F)(F)F)C1C(=CNC=C1)C(=O)O 4-(pyrrolidin-1-yl-3-(trifluoromethyl)phenyl)-1,4-dihydropyridine-3-carboxylic acid